(3,5-dichlorophenyl)-3-oxo-propionic acid ethyl ester C(C)OC(C(C=O)C1=CC(=CC(=C1)Cl)Cl)=O